N-succinimidyl 3-(2-pyridyldithio)propionate C1CC(=O)N(C1=O)OC(=O)CCSSC2=CC=CC=N2